trans-3-(tert-butoxycarbonylamino)cyclobutanecarboxylic acid C(C)(C)(C)OC(=O)N[C@@H]1C[C@H](C1)C(=O)O